(P)-7-amino-8-(3-hydroxy-2,6-dimethyl-phenyl)quinoline-6-carboxamide NC1=C(C=C2C=CC=NC2=C1C1=C(C(=CC=C1C)O)C)C(=O)N